3-(triisobutylsiloxy)bromobenzene C(C(C)C)[Si](OC=1C=C(C=CC1)Br)(CC(C)C)CC(C)C